OC1=C(C(=O)[O-])C=CC=C1O.[Na+] sodium 2,3-dihydroxybenzoate